2-((R)-2,2-Dimethyl-1,3-Dioxolan-4-Yl)-2-Hydroxyethyl 4-Methylbenzenesulfonate CC1=CC=C(C=C1)S(=O)(=O)OCC(O)[C@@H]1OC(OC1)(C)C